N-(4-bromo-3-methyl-phenyl)-terephthalamic acid methyl ester COC(C1=CC=C(C(=O)NC2=CC(=C(C=C2)Br)C)C=C1)=O